BrC1=CC2=C(C(CCS2)O)C=C1 7-bromo-3,4-dihydro-2H-1-benzothiin-4-ol